2-(2-((3-(3,5-dichloropyridin-4-yl)-5-(methoxymethyl)isoxazol-4-yl)methylene)-7-azaspiro[3.5]non-7-yl)-4-fluorobenzo[d]thiazole-6-carboxylic acid ClC=1C=NC=C(C1C1=NOC(=C1C=C1CC2(C1)CCN(CC2)C=2SC1=C(N2)C(=CC(=C1)C(=O)O)F)COC)Cl